[Si](C1=CC=CC=C1)(C1=CC=CC=C1)(C(C)(C)C)OC(C(C)C=1C=NC=CC1)O ((tert-butyldiphenylsilyl)oxy)-2-(pyridin-3-yl)propan-1-ol